ethyl 2-(2-((5-bromo-1-(tetrahydro-2H-pyran-2-yl)-1H-indazol-3-yl)methoxy)phenyl)acetate BrC=1C=C2C(=NN(C2=CC1)C1OCCCC1)COC1=C(C=CC=C1)CC(=O)OCC